C(C)N1C(C=CC=C1)C N-ethyl-2-methylpyridine